OC=1C=CC=C(C1)/C(=C(\CCCO)/C1=CC=CC=C1)/C1=CC=C(C=C1)N1CCN(CC1)C(C)C (E)-5-(5-hydroxyphenyl)-5-(4-(4-isopropylpiperazin-1-yl)phenyl)-4-phenylpent-4-en-1-ol